ClC1=CC(=C(C=2OC3(CCC(CC3)CN(C)C)OC21)C)C(=O)O (2s,4's)-4-chloro-4'-[(dimethylamino)methyl]-7-methylspiro[1,3-benzodioxole-2,1'-cyclohexane]-6-carboxylic acid